O=C1NC(CCC1N1C(C2=CC=C(C=C2C1(C)O)N1CCN(CC1)C(=O)OCC1=CC=CC=C1)=O)=O benzyl 4-(2-(2,6-dioxopiperidin-3-yl)-3-hydroxy-3-methyl-1-oxoisoindolin-5-yl)piperazine-1-carboxylate